CC=1C=C(C=CC1)C(=C)CC(C)(C)C1=CC(=CC=C1)C 2,4-di(3-methylphenyl)-4-methyl-1-pentene